C(C1=CC=CC=C1)C1CCN(CC1)CCNC(=O)C=1NC2=CC=CC=C2C1 2-((2-(4-benzylpiperidin-1-yl)ethyl)carbamoyl)-1H-indol